COC(\C=C\CC[C@@H](C(=O)NC=1C(N(C=CC1)CC(=O)N[C@H]1[C@@H]2CC[C@H](C1)C2)=O)NC(=O)C2=CN=CN2C)=O (S,E)-Methyl-7-(1-(2-((1R,2R,4S)-bicyclo[2.2.1]heptan-2-ylamino)-2-oxoethyl)-2-oxo-1,2-dihydropyridin-3-ylamino)-6-(1-methyl-1H-imidazole-5-carboxamido)-7-oxohept-2-enoat